NC1=C(SC(=C1)C=1C=NN(C1C)C1=CC=CC=C1)C(=O)N[C@@H]1CN(C[C@H](C1)F)C(=O)OC(C)(C)C tert-butyl (3S,5S)-3-(3-amino-5-(5-methyl-1-phenyl-1H-pyrazol-4-yl)thiophene-2-carboxamido)-5-fluoropiperidine-1-carboxylate